[Si](C)(C)(C(C)(C)C)OCCOC=1C=CC=C2C=C(N(C12)CC1CC1)C(=O)OCC Ethyl 7-(2-((tert-butyldimethylsilyl)oxy)ethoxy)-1-(cyclopropylmethyl)-1H-indole-2-carboxylate